(2Z)-2-{[7-amino-4-(3-ethyl-1H-indazol-5-yl)-1-oxo-2,3-dihydro-1H-isoindol-2-yl]methyl}but-2-enenitrile NC=1C=CC(=C2CN(C(C12)=O)C/C(/C#N)=C/C)C=1C=C2C(=NNC2=CC1)CC